C1(CCCCC1)=O cycloHexanon